4-amino-7-fluoro-N,1-dimethyl-N-(6-((2-methylpyridin-3-yl)ethynyl)-2,3-dihydrobenzofuran-3-yl)-1H-pyrazolo[4,3-c]quinoline-8-carboxamide NC1=NC=2C=C(C(=CC2C2=C1C=NN2C)C(=O)N(C2COC1=C2C=CC(=C1)C#CC=1C(=NC=CC1)C)C)F